N-((3-fluoropyridin-2-yl)methyl)-2-(2-((2-(1-isobutyl-1H-benzo[d]imidazol-2-yl)ethyl)amino)ethyl)oxazole-4-carboxamide FC=1C(=NC=CC1)CNC(=O)C=1N=C(OC1)CCNCCC1=NC2=C(N1CC(C)C)C=CC=C2